Cl.NC1CC2(CC(C2)NC(=O)NCC2=CC=C(C(=O)N)C=C2)C1 4-[[([6-aminospiro[3.3]hept-2-yl]carbamoyl)amino]methyl]benzamide hydrochloride